NC1=C(C=CC(=C1)NC(=O)OC(C)(C)C)O 2-Amino-4-Bocamino-phenol